tert-butyl N-[trans-4-[[3-[N'-(2-chloro-5-fluoro-phenyl)carbamimidoyl]-6-(2-cyano-3-pyridyl)pyrrolo[1,2-b]pyridazin-4-yl]amino]cyclohexyl]carbamate ClC1=C(C=C(C=C1)F)N=C(N)C1=C(C=2N(N=C1)C=C(C2)C=2C(=NC=CC2)C#N)N[C@@H]2CC[C@H](CC2)NC(OC(C)(C)C)=O